(4-bromo-2,3-difluorophenyl)imino-dimethyl-oxo-λ6-sulfane BrC1=C(C(=C(C=C1)N=S(=O)(C)C)F)F